di((Z)-octadec-9-en-1-yl) 2-((3-(pyrrolidin-1-yl)propanoyl)oxy)malonate N1(CCCC1)CCC(=O)OC(C(=O)OCCCCCCCC\C=C/CCCCCCCC)C(=O)OCCCCCCCC\C=C/CCCCCCCC